(4-iodo-1-((2-(trimethylsilyl)ethoxy)methyl)-1H-imidazol-5-yl)methanol IC=1N=CN(C1CO)COCC[Si](C)(C)C